C1(=CC=CC=C1)C(=CC1=CC=C(C=C1)C=1C2=CC=CC=C2C(=C2C=CC=CC12)C1=CC=C(C=C1)C=C(C1=CC=CC=C1)C1=CC=CC=C1)C1=CC=CC=C1 9,10-di[4-(2,2-diphenylvinyl)phenyl]anthracene